(E)-1-(5-(1-(2-(7-chloroquinazolin-4-yl)hydrazineylidene)ethyl)pyridin-2-yl)-3-methyl-1H-imidazol-3-ium iodide phosphoric acid salt P(O)(O)(O)=O.[I-].ClC1=CC=C2C(=NC=NC2=C1)N\N=C(/C)\C=1C=CC(=NC1)N1C=[N+](C=C1)C